2-(3,4-bis(benzyloxy)phenyl)ethane-1-ol C(C1=CC=CC=C1)OC=1C=C(C=CC1OCC1=CC=CC=C1)CCO